tris[4-(Vinyloxy) butyl] trimellitate C(C=1C(C(=O)OCCCCOC=C)=CC(C(=O)OCCCCOC=C)=CC1)(=O)OCCCCOC=C